bis(trimethyl-n-propylcyclopentadienyl)strontium (II) CC=1C(=C(C(C1)(CCC)[Sr]C1(C(=C(C(=C1)C)C)C)CCC)C)C